C(C)(C)(C)OC(=O)N1CCN(CC1)C1=NC=C(C=C1OCC)C(F)(F)F 4-(3-ethoxy-5-(trifluoromethyl)pyridin-2-yl)piperazine-1-carboxylic acid tert-butyl ester